8-[(1R)-1-Aminoethyl]-3-methyl-2-phenyl-6-(trifluoromethyl)chromen-4-one N[C@H](C)C=1C=C(C=C2C(C(=C(OC12)C1=CC=CC=C1)C)=O)C(F)(F)F